N1(CCNCCCN(CCC1)CC=1C(=C(C=C(C1)C)C(C(=O)N)(CO)O)O)CC=1C(=C(C=C(C1)C)C(C(=O)N)(CO)O)O N'-{1,4,8-triazacycloundecane-1,8-diylbis[methylene(2-hydroxy-5-methyl-3,1-phenylene)]}bis(2,3-dihydroxypropanamide)